2-((2S)-4-(4-chloro-3-(methyl-d3)-2'-(((S)-1-methylpyrrolidin-2-yl)methoxy)-5',8'-dihydro-6'H-spiro[indene-1,7'-quinazolin]-4'-yl)-1-(2-fluoroacryloyl)piperazin-2-yl)acetonitrile ClC1=C2C(=CC3(CCC=4C(=NC(=NC4C3)OC[C@H]3N(CCC3)C)N3C[C@@H](N(CC3)C(C(=C)F)=O)CC#N)C2=CC=C1)C([2H])([2H])[2H]